FC1=C(CC2C=3N(C4CC=CCN2C4)C=C(CC3)C(=O)N)C(=CC(=C1)F)F (2,4,6-trifluorobenzyl)-1,6,7,11-tetrahydro-3H-2,7-methanopyrido[1,2-a][1,4]diazonine-10-carboxamide